N-[2-fluoro-5-(2-[[(2R)-1-hydroxypropan-2-yl]amino]-6-(morpholin-4-yl)pyridin-4-yl)-4-methylphenyl]-3-(2,2,2-trifluoroethyl)-2,5-dihydropyrrole-1-carboxamide FC1=C(C=C(C(=C1)C)C1=CC(=NC(=C1)N1CCOCC1)N[C@@H](CO)C)NC(=O)N1CC(=CC1)CC(F)(F)F